3-fluoro-5-(triazol-2-yl)-4-[[4-(trifluoromethoxy)phenyl]methyl]pyridine FC=1C=NC=C(C1CC1=CC=C(C=C1)OC(F)(F)F)N1N=CC=N1